1,3-dimethyl-2,4-dioxo-N-(3-(4,4,5,5-tetramethyl-1,3,2-dioxaborolan-2-yl)phenyl)-1,2,3,4-tetrahydropyrimidine-5-carboxamide CN1C(N(C(C(=C1)C(=O)NC1=CC(=CC=C1)B1OC(C(O1)(C)C)(C)C)=O)C)=O